ClCC1=NC2=C(N1CC1(CC1)C#N)C=C(C=C2)C(=O)OC methyl 2-(chloromethyl)-1-((1-cyanocyclopropyl)methyl)-1H-benzo[d]imidazole-6-carboxylate